7-bromo-5-(2-(cyclopropylamino)pyridin-4-yl)-1H-indazol-3-amine BrC=1C=C(C=C2C(=NNC12)N)C1=CC(=NC=C1)NC1CC1